BrC1=C(C=C(C=C1)Cl)C[C@@H](C(=O)OC)N(C)C(=O)OC(C)(C)C methyl (2S)-3-(2-bromo-5-chlorophenyl)-2-[(tert-butoxycarbonyl)(methyl)amino]propanoate